ClC=1SC(=CC1)Cl 2,5-dichlorothiophene